1,2,3,4-tetrathiaheptane SSSSCCC